[4-[(1S,3R)-3-aminocyclopentanecarbonyl]piperazin-1-yl]-[2-chloro-4-[[3-[3-(trifluoromethyl)-1H-pyrazol-4-yl]imidazo[1,2-a]pyrazin-8-yl]amino]phenyl]methanone formate C(=O)O.N[C@H]1C[C@H](CC1)C(=O)N1CCN(CC1)C(=O)C1=C(C=C(C=C1)NC=1C=2N(C=CN1)C(=CN2)C=2C(=NNC2)C(F)(F)F)Cl